ClC1=C(C=CC=C1)C1=CC(OC2=CC(=CC=C12)OC(C(=O)N1C[C@H](CCC1)C(=O)OCC)CC)=O ethyl (3S)-1-[2-[4-(2-chlorophenyl)-2-oxo-chromen-7-yl]oxybutanoyl]piperidine-3-carboxylate